COC(C(C)(C1CCNCC1)C)=O.O1C=C(C2=C1C=CC=C2)C[C@@H](B2OC(C(O2)(C)C)(C)C)NC(C(=O)NC2=NC=CN=C2)=O N-((1R)-2-(1-benzofuran-3-yl)-1-(tetramethyl-1,3,2-dioxaborolan-2-yl)ethyl)-N'-(pyrazin-2-yl)oxalamide methyl-2-methyl-2-(piperidin-4-yl)propanoate